1-[(4-bromo-2-fluorophenyl)methyl]-3-cyclopropyl-3-[(3R)-1-(2-oxo-2,3-dihydropyrimidin-4-yl)piperidin-3-yl]urea BrC1=CC(=C(C=C1)CNC(=O)N([C@H]1CN(CCC1)C=1NC(N=CC1)=O)C1CC1)F